C(C)(C)(C)C1(CC=CC(=C1O)C(C)(C)C)C 2,6-di-tert-butyl-cresol